iron-manganese-iron [Fe].[Mn].[Fe]